CCCCCCCCCCCCCCCCOC[C@H](COP(=O)(O)O)OC(=O)C The molecule is a 1-alkyl-2-acyl-sn-glycerol 3-phosphate in which the alkyl and the acyl groups at positions 1 and 2 are specified as hexadecyl and acetyl respectively. It derives from an acetic acid. It is a conjugate acid of a 1-palmityl-2-acetyl-sn-glycero-3-phosphate(2-).